5-(Cyclopropylsulfonyl)-N-[4-(1,1,1,3,3,3-hexafluoro-2-hydroxypropan-2-yl)phenyl]-2-[(2R)-tetrahydrofuran-2-ylcarbonyl]-2,3-dihydro-1H-isoindol-1-carboxamid C1(CC1)S(=O)(=O)C=1C=C2CN(C(C2=CC1)C(=O)NC1=CC=C(C=C1)C(C(F)(F)F)(C(F)(F)F)O)C(=O)[C@@H]1OCCC1